6-chloro-N-(5-fluoropyridin-3-yl)pyrido[3,2-d]pyrimidin-4-amine ClC=1C=CC=2N=CN=C(C2N1)NC=1C=NC=C(C1)F